IC1=NN(C2=NC(=CN=C21)N2CCC1([C@@H](C=3N(N=NC3)C1)N[S@](=O)C(C)(C)C)CC2)C2OCCCC2 (R)-N-((4'S)-1-(3-iodo-1-(tetrahydro-2H-pyran-2-yl)-1H-pyrazolo[3,4-b]pyrazin-6-yl)-4'H,6'H-spiro[piperidine-4,5'-pyrrolo[1,2-c][1,2,3]triazol]-4'-yl)-2-methylpropan-2-sulfinamide